N(=[N+]=[N-])C=1C=CC(=C(C(=O)O)C1)NC(=O)OC(C)(C)C 5-azido-2-((tert-butoxycarbonyl)amino)benzoic acid